1,3-bis[tris(Hydroxymethyl)methylamino]propane OCC(NCCCNC(CO)(CO)CO)(CO)CO